5-{[(1S)-1-(6-chloro-7-fluoro-2-oxo-1,2-dihydroquinolin-3-yl)ethyl]amino}-1-methyl-6-oxo-1,6-dihydropyridine-2-carbonitrile ClC=1C=C2C=C(C(NC2=CC1F)=O)[C@H](C)NC1=CC=C(N(C1=O)C)C#N